(6-bromo-8-(2-hydroxy-2-methylpropoxy)imidazo[1,2-a]pyrazin-2-yl)((3R,3'R)-3'-hydroxy-1,4-dihydro-2H-spiro[isoquinoline-3,4'-piperidin]-1'-yl)methanone BrC=1N=C(C=2N(C1)C=C(N2)C(=O)N2C[C@H]([C@@]1(CC2)NCC2=CC=CC=C2C1)O)OCC(C)(C)O